CN(C(CCCCCC)CCCCCCCCCCC\C=C/C\C=C/CCCCC)C (19Z,22Z)-N,N-dimethyloctacosane-19,22-dien-7-amine